C1(CCC1)C(=O)C1C(C2=CC=C(C=C2C1=O)C(=O)C=1C=C2C(C(C(C2=CC1)=O)C(=O)C1CCC1)=O)=O 2-cyclobutanecarbonyl-5-(2-cyclobutanecarbonyl-1,3-dioxo-2,3-dihydro-1H-indene-5-carbonyl)-2,3-dihydro-1H-indene-1,3-dione